ClC1=C(C(=O)N[C@@H]2CN(C[C@@H]2F)C(=O)C2(CC2)F)C=CC=C1F 2-chloro-3-fluoro-N-[(3R,4S)-4-fluoro-1-(1-fluorocyclopropanecarbonyl)pyrrolidin-3-yl]benzamide